N-((3s,5s)-1-((3s,4r)-1-(tert-butyl)-4-(4-chlorophenyl)pyrrolidin-3-yl)-5-(morpholine-4-carbonyl)pyrrolidin-3-yl)-N-((1s,4r)-4-methylcyclohexyl)isobutyramide hydrochloride Cl.C(C)(C)(C)N1C[C@H]([C@@H](C1)C1=CC=C(C=C1)Cl)N1C[C@H](C[C@H]1C(=O)N1CCOCC1)N(C(C(C)C)=O)C1CCC(CC1)C